(1R,3S)-N1-(6-cyclopropylthieno[2,3-d]pyrimidin-4-yl)-N1-methylcyclopentane-1,3-diamine Hydrochloride Cl.C1(CC1)C1=CC2=C(N=CN=C2N([C@H]2C[C@H](CC2)N)C)S1